CC1=CC2=C(NC(CC(=N2)C2=CC(=CC=C2)OC2=CC(=CC=C2)C(F)(F)F)=O)C=C1C(F)(F)F 7-methyl-8-(trifluoromethyl)-4-(3-(3-(trifluoromethyl)phenoxy)phenyl)-1H-benzo[b][1,4]diazepin-2(3H)-one